(4-(4-hydroxy-4-(pyridin-2-yl)cyclohexyl)hexahydropyrrolo[3,2-b]pyrrol-1(2H)-yl)(1-(3-(trifluoromethyl)phenyl)pyrrolidin-3-yl)methanone OC1(CCC(CC1)N1CCC2N(CCC21)C(=O)C2CN(CC2)C2=CC(=CC=C2)C(F)(F)F)C2=NC=CC=C2